[Br-].C(CCC)N1C(CCCC1)C N-butylmethylpiperidine bromide